C(C)(C)(C)NS(=O)(=O)C=1SC(=C(C1C1=CC=C(C=C1)CN1C(=NC=C1)C(C)C)C)CC(C)C N-(tert-butyl)-5-isobutyl-3-(4-((2-isopropyl-1H-imidazol-1-yl)methyl)phenyl)-4-methylthiophene-2-Sulfonamide